N1=CC=CC2=CC(=CC=C12)N[C@H]1CN(CC1)CC(=O)N1[C@@H](CCC1)C#N (2S)-1-[2-[(3R)-3-(6-quinolylamino)pyrrolidin-1-yl]acetyl]pyrrolidine-2-carbonitrile